5-bromo-4-methyl-1-(4-(trifluoromethoxy)phenyl)pyridin-2(1H)-one BrC=1C(=CC(N(C1)C1=CC=C(C=C1)OC(F)(F)F)=O)C